2-carboxy-4-methylthiophen C(=O)(O)C=1SC=C(C1)C